anthracene-1,8-dicarboxylic acid C1(=CC=CC2=CC3=CC=CC(=C3C=C12)C(=O)O)C(=O)O